N1C(CC1)CNC1=NN=C(C2=CC=CC=C12)C1=C(C=C(C=C1)C(F)(F)F)O 2-(4-{[(azetidin-2-yl)methyl]amino}phthalazin-1-yl)-5-(trifluoromethyl)phenol